[Br-].C(C)OC(C(C)(C)[Zn+])=O (1-ethoxy-2-methyl-1-oxo-propane-2-yl)zinc bromide